(1R,5S,6S,7R)-7-(Bis(4-methoxyphenyl)(phenyl)methoxy)-2,4,8-trimethyl-3-oxo-8-azabicyclo[3.2.1]octan-6-yl acetate C(C)(=O)O[C@H]1[C@@H]2C(C(C([C@H]([C@H]1OC(C1=CC=CC=C1)(C1=CC=C(C=C1)OC)C1=CC=C(C=C1)OC)N2C)C)=O)C